methyl 4'-hydroxy-[1,1'-biphenyl]-4-carboxylate OC1=CC=C(C=C1)C1=CC=C(C=C1)C(=O)OC